C(C)(C)(C)OC(=O)N1CCC2(CC(C2)C2=NC(=CC=C2)C(F)(F)F)CC1.OC(CNC(=O)C=1SC=CN1)(C)C N-(2-hydroxy-2-methylpropyl)thiazole-2-carboxamide tert-Butyl-2-(6-(trifluoromethyl)pyridin-2-yl)-7-azaspiro[3.5]nonane-7-carboxylate